C1CCC(C1)(F)F Difluorocyclopentane